ClC=1C=C(C=CC1C1CC1)N1CC(C1)C1=CC(=C(CN2CCC(CC2)C(=O)OC)C(=C1)C)C methyl 1-(4-(1-(3-chloro-4-cyclopropylphenyl)azetidin-3-yl)-2,6-dimethyl-benzyl)piperidine-4-carboxylate